oxazepino[5,6,7-de]quinazolin O1NC=CC=2N=CN=C3C=CC=C1C23